COC1=C(C=CC(=C1)OC)CN1N=NN=C1C[C@@H](C(=O)O)NC(=O)OCC1C2=CC=CC=C2C=2C=CC=CC12 (2S)-3-[1-[(2,4-Dimethoxyphenyl)methyl]tetrazol-5-yl]-2-(9H-fluoren-9-ylmethoxycarbonylamino)propanoic Acid